1-(azidomethyl)-4-[(trifluoromethyl)oxy]benzene N(=[N+]=[N-])CC1=CC=C(C=C1)OC(F)(F)F